O1CC(CC1)Cl 3-tetrahydrofuranyl chloride